(7R)-2-{2-[6-(6-amino-5-methoxypyridin-3-yl)-1-(cyclopropylmethyl)-1H-pyrrolo[2,3-b]pyridin-2-yl]-7-methoxy-1-methyl-1H-1,3-benzodiazole-5-carbonyl}-2-azabicyclo[2.2.1]heptan-7-amine NC1=C(C=C(C=N1)C1=CC=C2C(=N1)N(C(=C2)C2=NC1=C(N2C)C(=CC(=C1)C(=O)N1C2CCC(C1)[C@H]2N)OC)CC2CC2)OC